spirost-5-en-3-ol C[C@H]1[C@H]2[C@H](C[C@H]3[C@@H]4CC=C5CC(CC[C@]5(C)[C@H]4CC[C@]23C)O)O[C@]12CCC(C)CO2